ClC(C(=O)OC(C(F)(F)F)(C(F)(F)F)C1=CC=CC=C1)=C 1-Phenyl-1-trifluoromethyl-2,2,2-trifluoroethyl α-chloroacrylat